CC1=C2COC(C2=CC=C1C=C)=O 4-methyl-5-vinylisobenzofuran-1(3H)-one